FC1=CC=C(C=C1)C(C(=C)C)O 1-(4-fluoro-phenyl)-2-methylallyl alcohol